CARBONOHYDRAZONOYL DICYANIDE C(=NN)(C#N)C#N